C(C1=CC=CC=C1)OC(=O)N1CCC(CC1)CN1C[C@@H](N(C[C@H]1C)C(=O)OC(C)(C)C)C tert-butyl (2s,5r)-4-((1-((benzyloxy) carbonyl) piperidin-4-yl) methyl)-2,5-dimethylpiperazine-1-carboxylate